ClC=1C(=NC(=C(C(=O)NC2=CC(=C(C=C2)C)C#N)C1)N1CCC(CCC1)(F)F)OC 5-chloro-N-(3-cyano-4-methylphenyl)-2-(4,4-difluoroazepan-1-yl)-6-methoxynicotinamide